[C@@H](C)(CC)N1N=C(C2=NC(=C(C(=C21)O)C(=O)OC)O)C |r| methyl (±)-1-(sec-butyl)-5,7-dihydroxy-3-methyl-1H-pyrazolo[4,3-b]pyridine-6-carboxylate